C1=CC=C2C=C3C(=CC2=C1)C4=CC5=CC=CC=C5C=C4C3=O 2,3,6,7-dibenzofluorene